FC(C1=CC=C(C=C1)C(C(=O)ONC(OCC(Cl)(Cl)Cl)=O)C)(F)F 2,2,2-Trichloroethyl ((2-(4-(trifluoromethyl)phenyl)propanoyl)oxy)carbamate